CP(OC=1C(=NC(=CC1CC)CBr)CC)([O-])=O (diethyl 6-(bromomethyl) pyridin-3-yl) methylphosphonate